tert-butyl 4-((R)-(((R)-tert-butylsulfinyl)amino)(4-chlorophenyl)methyl)piperidine-1-carboxylate C(C)(C)(C)[S@@](=O)N[C@H](C1CCN(CC1)C(=O)OC(C)(C)C)C1=CC=C(C=C1)Cl